[2-(indolizin-1-yl)ethyl]dimethylamine oxalate C(C(=O)O)(=O)O.C=1(C=CN2C=CC=CC12)CCN(C)C